O1COC2=C1C=CC(=C2)CC2(NC(=NC(=C2)C2=CC=C(C=C2)C(C)(C)C)N)N 4-(benzo[d][1,3]dioxol-5-ylmethyl)-6-(4-tert-butylphenyl)pyrimidine-2,4-diamine